3-hydroxy-1,8-naphthalic anhydride C1=CC2=CC(=CC3=C2C(=C1)C(=O)OC3=O)O